5-tertbutylsalicylic acid C(C)(C)(C)C1=CC=C(C(C(=O)O)=C1)O